ethyl (R)-2-(4-((1-(tert-butoxycarbonyl)piperidin-3-yl)amino)-1-((2-(trimethylsilyl)ethoxy) methyl)-1H-pyrrolo[2,3-b]pyridin-5-yl)oxazole-5-carboxylate C(C)(C)(C)OC(=O)N1C[C@@H](CCC1)NC1=C2C(=NC=C1C=1OC(=CN1)C(=O)OCC)N(C=C2)COCC[Si](C)(C)C